tert-butyl N-[2-[(3-bromopyrazolo[1,5-a]pyrimidin-5-yl)amino]ethyl]-N-methyl-carbamate BrC=1C=NN2C1N=C(C=C2)NCCN(C(OC(C)(C)C)=O)C